C(C1=CC(O)=C(O)C(O)=C1)(=O)OC(C[N+](C)(C)C)CC([O-])=O Carnitine Gallate